7-[(2S,6R)-2-[[4-(6,7-dihydro-5H-pyrrolo[3,4-b]pyridin-3-yl)piperazin-1-yl]methyl]-6-methyl-morpholin-4-yl]-1,3-benzothiazole-4-carbonitrile N1=C2C(=CC(=C1)N1CCN(CC1)C[C@H]1CN(C[C@H](O1)C)C=1C=CC(=C3N=CSC31)C#N)CNC2